2-amino-7-benzyl-9-((2R,3R,5S)-3-hydroxy-5-(hydroxymethyl)tetrahydrofuran-2-yl)-7,9-dihydro-1H-purine-6,8-dione NC=1NC(C=2N(C(N(C2N1)[C@@H]1O[C@@H](C[C@H]1O)CO)=O)CC1=CC=CC=C1)=O